CC1=NN2C(N=C(C(=C2C)O[C@H]2CN(CC2)C2=CC=C(C=C2)C2=CC=C(N=N2)CN2CCOCC2)C)=C1 (R)-4-((6-(4-(3-((2,5,7-trimethylpyrazolo[1,5-a]pyrimidin-6-yl)oxy)pyrrolidin-1-yl)phenyl)pyridazin-3-yl)methyl)morpholine